[C@H]12CC(C[C@H](CC1)N2)N2N=CC(=C2)C2=NC1=C(C(=CC=C1N=C2)OC=2C=CC1=C(NC(=N1)C)C2)Cl 2-(1-((1R,3r,5S)-8-azabicyclo[3.2.1]octan-3-yl)-1H-pyrazol-4-yl)-8-chloro-7-((2-methyl-1H-benzo[d]imidazol-6-yl)oxy)quinoxaline